C1(=CC=CCC1)O[Si](C(C)C)(C(C)C)C(C)C (cyclohexa-1,3-dien-1-yloxy)triisopropylsilane